1-[(4-Aminophenyl)azo]-7-(trimethylammonio)-2-naphthol chlorid [Cl-].NC1=CC=C(C=C1)N=NC1=C(C=CC2=CC=C(C=C12)[N+](C)(C)C)O